NCCCCCCCCCNC1=CC(=C(C(=O)NC=2SC(=CN2)C)C=C1)C 4-((9-Aminononyl)amino)-2-methyl-N-(5-methylthiazol-2-yl)benzamide